5,7-dimethoxy-1,1-dioxo-1,2-benzothiazol-3-one COC=1C=C(C2=C(C(NS2(=O)=O)=O)C1)OC